IC=1C=CC(=NC1)N1C[C@H](CCC1)NC(OC(C)(C)C)=O Tert-butyl (S)-(1-(5-iodopyridin-2-yl)piperidin-3-yl)carbamate